4-(naphthalen-1-ylmethyl)piperazine C1(=CC=CC2=CC=CC=C12)CN1CCNCC1